N-(5-(2-(3-oxa-8-azabicyclo[3.2.1]octan-8-yl)acetamido)-2-methylpyridin-3-yl)-2-(1-methyl-1H-pyrazol-4-yl)-1H-pyrrolo[2,3-b]pyridine-5-carboxamide C12COCC(CC1)N2CC(=O)NC=2C=C(C(=NC2)C)NC(=O)C=2C=C1C(=NC2)NC(=C1)C=1C=NN(C1)C